(R)-5-(1-methyl-1H-benzo[d][1,2,3]triazol-6-yl)-N-(1,1,1-trifluoropropan-2-yl)pyrrolo[2,1-f][1,2,4]triazin-2-amine CN1N=NC2=C1C=C(C=C2)C=2C=CN1N=C(N=CC12)N[C@@H](C(F)(F)F)C